Ethyl 2-ethyl-2-{[6-{[(1R,2S)-2-(fluoromethyl)cyclopropyl]methoxy}-5-(3-methoxyazetidin-1-yl)pyridine-2-carbonyl]amino}butanoate C(C)C(C(=O)OCC)(CC)NC(=O)C1=NC(=C(C=C1)N1CC(C1)OC)OC[C@H]1[C@H](C1)CF